[N+](=O)([O-])C1=C(C=CC=C1)C(C)NC(O)=O.C1(CC1)COC=1C=C(C(=O)NC2=CNC3=CC(=C(C=C23)F)F)C=CC1OC(F)F 3-(cyclopropyl-methoxy)-N-(5,6-difluoro-1H-indol-3-yl)-4-(difluoro-methoxy)benzamide 1-(2-nitrophenyl)ethyl-carbamate